C(CCC)N(CCCC[Si](C)(OCC)C)CCCC (3-dibutylaminopropyl)methylethoxydimethylsilane